2-(4-((3S)-1-((2-(2,6-dioxopiperidin-3-yl)-4-fluoro-1-oxoisoindolin-5-yl)methyl)piperidin-3-yl)phenyl)-2H-indazole-7-carboxamide O=C1NC(CCC1N1C(C2=CC=C(C(=C2C1)F)CN1C[C@@H](CCC1)C1=CC=C(C=C1)N1N=C2C(=CC=CC2=C1)C(=O)N)=O)=O